6-(6-ethoxypyridin-3-yl)-N-(2-fluoro-5-methoxyphenethyl)pyrazine-2-carboxamide C(C)OC1=CC=C(C=N1)C1=CN=CC(=N1)C(=O)NCCC1=C(C=CC(=C1)OC)F